C(C)OC(C(CC(=O)OCC)CC1=C(C=CC=C1)OCCC)=O 2-propoxybenzylsuccinic acid diethyl ester